N2,N2,N6,N6-tetrakis(2-methoxyethyl)-4,8-bis(4-(thiazol-2-yl)piperazin-1-yl)pyrimido[5,4-d]pyrimidine-2,6-diamine COCCN(C=1N=C(C2=C(N1)C(=NC(=N2)N(CCOC)CCOC)N2CCN(CC2)C=2SC=CN2)N2CCN(CC2)C=2SC=CN2)CCOC